OCCOC(=O)C1=CC2=C(NC(=N2)CCP(O)(=O)C2=CC=CC=C2)C=C1 2-(5-hydroxyethoxycarbonyl-1H-benzimidazole-2-yl)ethyl-phenyl-phosphinic acid